N-(trans-4-((3-(2-Cyclopropylthiazol-5-yl)phenyl)((trans-4-(4-methoxy-3-methylphenyl)cyclohexyl)methyl)carbamoyl)-cyclohexyl)oxetane-3-carboxamide C1(CC1)C=1SC(=CN1)C=1C=C(C=CC1)N(C(=O)[C@@H]1CC[C@H](CC1)NC(=O)C1COC1)C[C@@H]1CC[C@H](CC1)C1=CC(=C(C=C1)OC)C